Tert-butyl-magnesium bromide C(C)(C)(C)[Mg]Br